Titanium telluride [Te-2].[Ti+4].[Te-2]